1-benzyl-3-((6-methoxy-1H-indol-3-yl)methyl)piperidin-4-one C(C1=CC=CC=C1)N1CC(C(CC1)=O)CC1=CNC2=CC(=CC=C12)OC